P(O)(=O)(OP(=O)(O)OP(=O)(O)O)OC[C@@H]1[C@H]([C@H]([C@@H](O1)N1C=NC=2C(=O)NC(N)=NC12)O)O Guanosine-triphosphate